BrC1=NN(C2=C1N=C(N=C2NCCCC)NC(OC)=O)CC2=C(C=C(C=C2)CCl)OC Methyl (3-bromo-7-(butylamino)-1-(4-(chloromethyl)-2-methoxybenzyl)-1H-pyrazolo[4,3-d]pyrimidin-5-yl)carbamate